(5-chloro-3-isopropylpyrazolo[1,5-a]pyrimidin-7-yl) (3-Nitrophenyl)carbamate [N+](=O)([O-])C=1C=C(C=CC1)NC(OC1=CC(=NC=2N1N=CC2C(C)C)Cl)=O